7-cyano-6-phenyl-4-azaspiro[2.4]heptane-4-carboxylic acid tert-butyl ester C(C)(C)(C)OC(=O)N1C2(CC2)C(C(C1)C1=CC=CC=C1)C#N